5-methyl-7-[6-[3-(4-piperidyloxy)cyclobutoxy]-3-pyridyl]pyrido[4,3-b]indole CN1C2=C(C=3C=CC(=CC13)C=1C=NC(=CC1)OC1CC(C1)OC1CCNCC1)C=NC=C2